2,2'-[(9,10-dihydro-9,10-dioxo-1,4-anthracenediyl)diimino]bis[5-methylbenzenesulfonic acid] O=C1C2=CC=CC=C2C(C=2C(=CC=C(C12)NC1=C(C=C(C=C1)C)S(=O)(=O)O)NC1=C(C=C(C=C1)C)S(=O)(=O)O)=O